trans-anisic acid C(C1=CC=C(C=C1)OC)(=O)O